Cl.BrC1=CC(=C(CN2[C@H]3CN[C@@H](C2)C3)C=C1)OC (1R,4R)-2-(4-Bromo-2-methoxy-benzyl)-2,5-diaza-bicyclo[2.2.1]heptane hydrochloride